2,4-dimethyl-styrene CC1=C(C=C)C=CC(=C1)C